FC=1C=NC(=NC1)N1C[C@H](C[C@@H](C1)OC(C)C)S(=O)(=O)N (3S,5S)-1-(5-fluoropyrimidin-2-yl)-5-isopropoxypiperidine-3-sulfonamide